(2RS)-2,3-dihydroxypropyl phosphate P(=O)(OC[C@@H](CO)O)([O-])[O-] |r|